O(C1=CC=CC=C1)P(OC1=CC=CC=C1)Cl diphenoxyphosphorus chloride